2-(4-(3-hydroxycyclobutoxy)piperidin-1-yl)-4-(3-hydroxyprop-1-yn-1-yl)benzonitrile OC1CC(C1)OC1CCN(CC1)C1=C(C#N)C=CC(=C1)C#CCO